OC1CCN(CC1)C=1N=CC2=C(N1)SC(=N2)NC(=O)C=2C=NC(=CC2C2=CC(=NC=C2OC)C)C N-[5-(4-hydroxypiperidin-1-yl)-[1,3]thiazolo[5,4-d]pyrimidin-2-yl]-5'-methoxy-2',6-dimethyl-[4,4'-bipyridine]-3-carboxamide